N1[C@@H](CCC1)CCC(=O)N1CCN(CC1)C1=NC=C(C=N1)C(F)(F)F (S)-3-(pyrrolidin-2-yl)-1-(4-(5-(trifluoromethyl)pyrimidin-2-yl)piperazin-1-yl)propan-1-one